FC=1C=CC(=NC1)OC1=CC=C(C=C1)S(=O)(=O)N1[C@H]([C@@H]2CC[C@H](C1)N2C(=O)OCCOC)C(NO)=O 2-methoxyethyl (1S,2R,5R)-3-((4-((5-fluoropyridin-2-yl)oxy)phenyl)sulfonyl)-2-(hydroxycarbamoyl)-3,8-diazabicyclo[3.2.1]octane-8-carboxylate